N-isooctyl-isocaproamide C(CCCCC(C)C)NC(CCC(C)C)=O